OC1=C(C=NC(=C1\C=C\CC(C)C)C)C(=O)N 4-hydroxy-6-methyl-5-[(E)-4-methylpent-1-enyl]Pyridine-3-carboxamide